SCC(CS)SC(CS)CS 2,4-Dimercaptomethyl-1,5-dimercapto-3-thiapentan